(1S)-6-chloro-1-(2-methylpropyl)-2-[6-(trifluoromethyl)pyridin-2-yl]-2,3,4,9-tetrahydro-1H-pyrido[3,4-b]indole ClC=1C=C2C3=C(NC2=CC1)[C@@H](N(CC3)C3=NC(=CC=C3)C(F)(F)F)CC(C)C